(S)-(1-(7-amino-2-(furan-2-yl)-[1,2,4]triazolo[1,5-a][1,3,5]triazin-5-yl)pyrrolidin-2-yl)(4-(2,2-difluoropropyl)piperazin-1-yl)methanone NC1=NC(=NC=2N1N=C(N2)C=2OC=CC2)N2[C@@H](CCC2)C(=O)N2CCN(CC2)CC(C)(F)F